2-(dinonylamino)-1-(4-(N-(2-(dinonylamino)ethyl)-N-nonylglycinyl)piperazin-1-yl)ethan-1-one tert-butyl-(4-(4-oxocyclohexyl)phenyl)carbamate C(C)(C)(C)N(C(O)=O)C1=CC=C(C=C1)C1CCC(CC1)=O.C(CCCCCCCC)N(CC(=O)N1CCN(CC1)C(CN(CCCCCCCCC)CCN(CCCCCCCCC)CCCCCCCCC)=O)CCCCCCCCC